1-((4-(2-((1-Cyclopropyl-1H-pyrazol-4-yl)amino)-5-methylpyrimidin-4-yl)-2,6-difluorophenoxy)methyl)cyclopropanecarbonitrile C1(CC1)N1N=CC(=C1)NC1=NC=C(C(=N1)C1=CC(=C(OCC2(CC2)C#N)C(=C1)F)F)C